FC=1C=C2C(=C(NC2=CC1F)CN1CCCC1)C1NC(C2=CC=C(C=C12)O)=O 3-{5,6-difluoro-2-[(pyrrolidin-1-yl)methyl]-1H-indol-3-yl}-5-hydroxy-2,3-dihydro-1H-isoindol-1-one